ClC1=C(C#N)C=CC(=C1)N1N=C(C=C1C)C 2-chloro-4-(3,5-dimethyl-1H-pyrazol-1-yl)benzonitrile